mono-sodium mono-dodecyl phosphate P(=O)(OCCCCCCCCCCCC)([O-])O.[Na+]